di-naphthalene-2-yl-biphenyl-4,4-diamine C1=C(C=CC2=CC=CC=C12)C1C(=C(C=CC1(N)N)C1=CC=CC=C1)C1=CC2=CC=CC=C2C=C1